α-L-Rhamnose O[C@H]1[C@H](O)[C@H](O)[C@@H](O)[C@@H](O1)C